ClC1=C(C=C(C(=C1)Cl)N)N1N=CN(C1=O)C(F)F 2,4-dichloro-5-aminophenyl-4-difluoromethyl-1,2,4-triazol-5(1H)-one